ClC1=NC=C(C(=N1)NC1=CC2=C(N(C(N2CCC(C)(C)O)=O)C)C=C1)C#N 2-chloro-4-[[3-(3-hydroxy-3-methyl-butyl)-1-methyl-2-oxo-benzimidazol-5-yl]amino]pyrimidine-5-carbonitrile